N-(3-(2-chloro-5-fluorophenyl)-6-(2-ethyl-3,4-dioxocyclobut-1-en-1-yl)-1-oxoisoindol-4-yl)-3-fluoro-5-(trifluoromethyl)benzamide ClC1=C(C=C(C=C1)F)C1=NC(C2=CC(=CC(=C12)NC(C1=CC(=CC(=C1)C(F)(F)F)F)=O)C1=C(C(C1=O)=O)CC)=O